OC(C(=O)C1=CC=C(C=C1)OCCO)(C)C hydroxy-4'-(2-hydroxyethoxy)2-methylpropiophenone